2-(2,2-dimethylpropionyl)cyclohexanone CC(C(=O)C1C(CCCC1)=O)(C)C